C(CC)(=O)O[C@H](C=O)[C@@H](OC(CC)=O)[C@H](OC(CC)=O)[C@H](OC(CC)=O)COC(CC)=O mannose pentapropionate